ClC=1C=C(C=CC1Cl)CC(=O)N1C2C(N(CC1)S(=O)(=O)CCOC)COCC2N2CCCC2 2-(3,4-dichlorophenyl)-1-[4-(2-methoxyethylsulfonyl)-8-pyrrolidin-1-yl-3,4a,5,7,8,8a-hexahydro-2H-pyrano[3,4-b]pyrazin-1-yl]ethanone